N-[2-[4-[[[1-[1-(2,6-dioxo-3-piperidyl)-3-methyl-2-oxo-benzimidazol-4-yl]-4-piperidyl]-methyl-amino]methyl]cyclohexyl]-6-methoxy-indazol-5-yl]-6-(trifluoromethyl)pyridine-2-carboxamide O=C1NC(CCC1N1C(N(C2=C1C=CC=C2N2CCC(CC2)N(C)CC2CCC(CC2)N2N=C1C=C(C(=CC1=C2)NC(=O)C2=NC(=CC=C2)C(F)(F)F)OC)C)=O)=O